BrC=1C=C(C(=NC1OC(C)C1=CC=CC=C1)C)N=C(N(C)CC)C N'-[5-bromo-2-methyl-6-(1-phenylethoxy)-3-pyridyl]-N-ethyl-N-methylmethylformamidine